BrC1=NC(=CC2=C1OCC(O2)C(C)N)I 1-(5-bromo-7-iodo-2,3-dihydro-[1,4]dioxino[2,3-c]pyridin-2-yl)ethanamine